3-((3-(4-methyl-1H-imidazol-1-yl)-5-(trifluoromethyl)phenyl)carbamoyl)-4,7-dihydrothieno[2,3-c]pyridine-6(5H)-carboxylic acid tert-butyl ester C(C)(C)(C)OC(=O)N1CC2=C(CC1)C(=CS2)C(NC2=CC(=CC(=C2)C(F)(F)F)N2C=NC(=C2)C)=O